octadeca-3,13-dien-1-yl acetate C(C)(=O)OCCC=CCCCCCCCCC=CCCCC